BrC=1C=CC(=NC1)/C=C/C1=CN=C2N1N=C(C=C2)N2[C@H](C[C@@H](C2)F)C2=C(C=CC(=C2)F)F 3-((E)-2-(5-bromopyridin-2-yl)vinyl)-6-((2R,4S)-2-(2,5-difluorophenyl)-4-fluoropyrrolidin-1-yl)imidazo[1,2-b]pyridazine